C(C1=CC=CC=C1)N1C(CCC=C1C=CC1=CC2=CC=C(C=C2C=C1)O)C1=CC=CC=C1 1-benzyl-6-(2-(6-hydroxynaphthalene-2-yl)vinyl)-2-phenyl-2,3-dihydropyridin